O=C(NCCOCCOCCOCCC(=O)OC(C)(C)C)C1=CC=C(C=C1)C1=NC=NC(=C1)N1CCC(CC1)C(=O)N1N=CCC1C1=CC=CC=C1 tert-butyl 1-oxo-1-(4-(6-(4-(5-phenyl-4,5-dihydro-1H-pyrazole-1-carbonyl)piperidin-1-yl)pyrimidin-4-yl)phenyl)-5,8,11-trioxa-2-azatetradecan-14-oate